[Ti].[Cr] chromium compound with titanium